methyl 2-amino-7-oxo-4,5,6,7-tetrahydrobenzo[b]thiophene-3-carboxylate NC1=C(C2=C(S1)C(CCC2)=O)C(=O)OC